(S)-2-(2,7-dimethylpyrazolo[1,5-a]pyridin-5-yl)-9-methyl-7-(3-methylpiperazin-1-yl)-4H-pyrido[1,2-a][1,3,5]triazin-4-one CC1=NN2C(C=C(C=C2C)C=2N=C3N(C(N2)=O)C=C(C=C3C)N3C[C@@H](NCC3)C)=C1